8-((2s,5r)-4-(4-(1-cyanocyclopropyl)phenyl)-2,5-dimethylpiperazin-1-yl)-5-methyl-6-oxo-5,6-dihydro-1,5-naphthyridine-2-carbonitrile C(#N)C1(CC1)C1=CC=C(C=C1)N1C[C@@H](N(C[C@H]1C)C1=CC(N(C=2C=CC(=NC12)C#N)C)=O)C